ClC1=CC(=C2C(=N1)N(N=C2)C2OCCCC2)I 6-Chloro-4-iodo-1-(tetrahydro-2H-pyran-2-yl)-1H-pyrazolo[3,4-b]pyridine